C(C)(C)(C)OC(=O)N1N=CC=C1B(O)O 1-(tert-butoxycarbonyl)-pyrazole-5-boronic acid